BrC=1N=C2N(N1)[C@@H](C[C@@]2(O)[2H])C2=CC=CC=C2 cis-2-bromo-7-deutero-5-phenyl-5,6-dihydropyrrolo[1,2-b][1,2,4]triazol-7-ol